tert-Butyl 4-(5-methyl-1,3,4-thiadiazol-2-yl)piperidine-1-carboxylate CC1=NN=C(S1)C1CCN(CC1)C(=O)OC(C)(C)C